(S)-(S)-4-(3-(3-chloropyridin-2-yloxy)pyrrolidin-1-yl)-3-(2-oxoethyl)-N-phenylbenzamide ClC=1C(=NC=CC1)O[C@@H]1CN(CC1)C1=C(C=C(C(=O)NC2=CC=CC=C2)C=C1)CC=O